2,4-dihydroxy-3-nitro-phenylbutanone OC1=C(C=CC(=C1[N+](=O)[O-])O)CC(CC)=O